C(C)OC(=O)[C@@H]1[C@H](C1)C=O (1s,2s)-2-formylcyclopropane-1-carboxylic acid ethyl ester